BrC=1C(=CC2=C(OCCN2CCN2CCCC2)C1)OC 7-bromo-6-methoxy-4-(2-(pyrrolidin-1-yl)ethyl)-2H-benzo[b][1,4]Oxazine